tert-butyl N-[(1R)-1-[[2,4-dichloro-6-[2-(1H-indol-3-yl)ethoxy]pyrimidin-5-yl]oxymethyl]-2-methoxy-ethyl]carbamate ClC1=NC(=C(C(=N1)Cl)OC[C@@H](COC)NC(OC(C)(C)C)=O)OCCC1=CNC2=CC=CC=C12